COC=1C=C2C(=NC=3C4=C(C=CC3C2=CC1OC)C=C1C(=C4)OCO1)OCCCN(C)C 2,3-Dimethoxy-13-(3-(dimethylamino)propoxy)-[1,3]dioxolo[4',5':4,5]benzo[1,2-c]phenanthridine